FC(=CCC(=O)CC=C(F)F)F difluoroallylketone